CN(CCCN(CC(C)O)CC(C)O)C 1,1'-((3-(dimethylamino)propyl)imino)bis-2-propanol